FC([C@@H]1CC[C@H](CC1)C(=O)OC)(F)F methyl trans-4-(trifluoromethyl)cyclohexane-1-carboxylate